(S)-4-(methyl-amino)isochromane-7-carbonitrile CN[C@@H]1COCC2=CC(=CC=C12)C#N